ClC1=C(C#N)C=C(C=C1)N1N=NN=C1CN(C)CC(C)C 2-chloro-5-(5-((isobutyl(methyl)amino)methyl)-1H-tetrazol-1-yl)benzonitrile